5-ethynyl-1-methyltriazole C(#C)C1=CN=NN1C